COC1=CC(=CC(=C1OC)OC)Br 3,4,5-trimethoxybromobenzene